[N+](=O)([O-])C1=CC=C(C=C1)N1[C@@H](CCC1)CO N-(4-nitrophenyl)-(L)-prolinol